C(C)S(=O)C1=CC=C(O1)C(=O)O 5-ethylsulfinylfuran-2-carboxylic acid